D-4-hydroxyphenylglycine OC1=CC=C([C@@H](N)C(=O)O)C=C1